C(C)(=O)NCCOC[C@@]12C[C@H](N([C@H]2C1)C(CNC(CCCOC1=CC=CC=C1)=O)=O)C(=O)OCC ethyl (1S,3S,5R)-5-((2-acetamidoethoxy)methyl)-2-((4-phenoxybutanoyl)glycyl)-2-azabicyclo[3.1.0]hexane-3-carboxylate